2-Amino-1-propanthiol NC(CS)C